3-((5-chloro-2-((2-(difluorometh-oxy)-4-(methyl(1-methylpiperidin-4-yl)amino)phenyl)amino)-pyrimidin-4-yl)amino)thiophene-2-carboxamide ClC=1C(=NC(=NC1)NC1=C(C=C(C=C1)N(C1CCN(CC1)C)C)OC(F)F)NC1=C(SC=C1)C(=O)N